C1(=CC=CC=C1)C1OCCN1CCO 2-Phenyl-3-(2-hydroxyethyl)oxazolidin